9-chlorohexadecyl-3-oxanonane-1-sulfonic acid ClC(CCCCCCCCC(COCCCCCC)S(=O)(=O)O)CCCCCCC